1-(4-fluorophenyl)-2-methylbutane-1,3-dione FC1=CC=C(C=C1)C(C(C(C)=O)C)=O